Benzyl-(R)-3-oxo-2-phenyl-2,3-dihydro-1H-benzol C(C1=CC=CC=C1)[C@H]1C(C(CC=C1)=O)C1=CC=CC=C1